ClC1=C(C=C(CN2CC3(CC2)CCN(CC3)C(=O)N3N=C(C=C3)C(=O)O)C=C1)C=1SC=CN1 1-(2-(4-chloro-3-(thiazol-2-yl)benzyl)-2,8-diazaspiro[4.5]decane-8-carbonyl)-1H-pyrazole-3-carboxylic acid